2-cyclopropyl-N-(1-methylpiperidin-4-yl)-11-oxo-11H-pyrido[2,1-b]quinazoline-6-carboxamide C1(CC1)C=1C=C2C(N3C(=NC2=CC1)C(=CC=C3)C(=O)NC3CCN(CC3)C)=O